5-(1-benzyl-1H-pyrazol-4-yl)-1-methyl-4-(2-methylhydrazinyl)pyridine-2(1H)-one C(C1=CC=CC=C1)N1N=CC(=C1)C=1C(=CC(N(C1)C)=O)NNC